1-(4-{[(1R)-1-{3-[(2R*)-1,1-difluoro-2-hydroxypropyl]-2-fluorophenyl}ethyl]amino}-2-methylpyrido[3,4-d]pyrimidin-6-yl)-1lambda5-phospholan-1-one FC([C@@H](C)O)(F)C=1C(=C(C=CC1)[C@@H](C)NC=1C2=C(N=C(N1)C)C=NC(=C2)P2(CCCC2)=O)F |o1:2|